N1CC=CC2=CC=CC=C12 dihydroquinolin